C(C1=CC=CC=C1)OC(=O)N1CCN(C2=CC=CC(=C12)C)C1=CC2=C(N=C(N=C2)NCC2=C(C=C(C=C2)OC)OC)N(C1=O)C1=CC=C(C=C1)N1CCN(CC1)C 4-[2-[(2,4-dimethoxyphenyl)methylamino]-8-[4-(4-methylpiperazin-1-yl)phenyl]-7-oxo-pyrido[2,3-d]pyrimidin-6-yl]-8-methyl-2,3-dihydroquinoxaline-1-carboxylic acid benzyl ester